4-amino-N-((R)-1-(3-chlorophenyl)ethyl)-6-(prop-1-yn-1-yl)-7H-pyrrolo[2,3-d]pyrimidine-5-carboxamide NC=1C2=C(N=CN1)NC(=C2C(=O)N[C@H](C)C2=CC(=CC=C2)Cl)C#CC